6-pyridin-3-yl-3,4-dihydro-1H-[1,5]naphthyridin-2-one N1=CC(=CC=C1)C=1N=C2CCC(NC2=CC1)=O